C(CCCCC)NC(=O)[C@H]1CN(CCCN1C(CCCCCCC)=O)S(=O)(=O)C1=CC=C(C(=O)N2C[C@H]([C@@H](C2)C(=O)N[C@@H]2[C@H](C2)C2=CC=CC=C2)C(=O)N[C@@H]2[C@H](C2)C2=CC=CC=C2)C=C1 |o1:9| (3S,4S)-1-(4-(((R*)-3-(hexylcarbamoyl)-4-octanoyl-1,4-diazepan-1-yl)sulfonyl)benzoyl)-N3,N4-bis((1S,2R)-2-phenylcyclopropyl)pyrrolidine-3,4-dicarboxamide